C(C)C1=CC(=NO1)C1=CC2=C([C@@H](CO2)NC(=O)C=2C=NNC2C)C=C1 (S)-N-(6-(5-ethylisoxazol-3-yl)-2,3-dihydrobenzofuran-3-yl)-5-methyl-1H-pyrazole-4-carboxamide